COC1=C(C=CC=C1C=1C=NN(C1)C1CCOCC1)C1=NN(C2=CN=C(C=C21)NC(=O)C2CC2)C N-(3-(2-methoxy-3-(1-(tetrahydro-2H-pyran-4-yl)-1H-pyrazol-4-yl)phenyl)-1-methyl-1H-pyrazolo[3,4-c]pyridin-5-yl)cyclopropanecarboxamide